diethylthapsic acid C(C)C(C(=O)O)(CCCCCCCCCCCCCC(=O)O)CC